4-iodo-6-(morpholin-4-yl)-N-(oxetan-4-yl)pyridin-2-amine IC1=CC(=NC(=C1)N1CCOCC1)NC1CCO1